[N+](=O)([O-])C1C=CC2=CC=CC=C12 nitroindene